BrC1=CC=C2C(N(C(C2=C1)=O)C1=CC=C(C=C1)Cl)OCC1(COC1)C 6-bromo-2-(4-chlorophenyl)-3-((3-methyloxetan-3-yl)methoxy)isoindolin-1-one